(Z)-eicosa-3,6,9,11-tetraene CC\C=C/CC=CCC=CC=CCCCCCCCC